CC(=O)N[C@@H]1[C@H](C[C@@](O[C@H]1[C@@H]([C@@H](CO)O)O)(C(=O)O)OC[C@@H]2[C@H]([C@@H]([C@H]([C@@H](O2)O[C@@H]3[C@H](OC([C@@H]([C@H]3O)NC(=O)C)O)CO)NC(=O)C)O)O)O The molecule is an amino trisaccharide comprising alpha-sialyl, N-acetyl-beta-D-glucosaminyl and N-acetyl-D-glucosamine linked in a (2->6) and (1->4) sequence. It has a role as an epitope. It is an amino trisaccharide and a glucosamine oligosaccharide.